C1(=CC=CC=C1)C1=C(C(=CC=C1)C1=CC=CC=C1)C1=CC=CC=C1 2,6-diphenyl-biphenyl